C1(=CC(=CC=C1)CN)CN meta-xylene-α,α'-diamine